2-Hydroxy-2-pentylheptanoic acid OC(C(=O)O)(CCCCC)CCCCC